C(C1=CC=CC=C1)(C1=CC=CC=C1)[C@@H]1N2C(C=3N(C1)C=CN3)=C(C(C=C2)=O)O (S)-6-Benzhydryl-11-hydroxy-5H-imidazo[1,2-a]pyrido[2,1-c]pyrazin-10(6H)-one